[5-morpholino-7-[(2E)-2-(m-tolylmethylene)hydrazino]imidazo[1,2-c]pyrimidin-2-yl]-piperazin-1-yl-methanone O1CCN(CC1)C1=NC(=CC=2N1C=C(N2)C(=O)N2CCNCC2)N/N=C/C=2C=C(C=CC2)C